2-(4-((4-(methylamino)-5-(trifluoromethyl)pyrimidin-2-yl)amino)-7-(1-methylpiperidin-4-yl)-1H-indazol-1-yl)acetonitrile CNC1=NC(=NC=C1C(F)(F)F)NC1=C2C=NN(C2=C(C=C1)C1CCN(CC1)C)CC#N